C1(=CC=CC=C1)C1S(C2=C(C(N1C1=CC=CC=C1)=O)C=CC=N2)=O rac-2,3-Diphenyl-2,3-dihydro-4H-pyrido[3,2-e][1,3]thiazin-4-one 1-oxide